C(#N)C1=CC=C(C=C1)NCCC1OCC(CO1)NC(OC(C)(C)C)=O tert-butyl ((2s,5s)-2-(2-((4-cyanophenyl)amino)ethyl)-1,3-dioxan-5-yl)carbamate